BrCC=1C(N=C=O)=CC(N=C=O)=CC1 bromotoluene diisocyanate